CC=1C=C(C=CC1[N+](=O)[O-])S(=O)(=O)C1CCN(CC1)C(=O)OC(C)(C)C tert-butyl 4-(3-methyl-4-nitro-phenyl)sulfonylpiperidine-1-carboxylate